FC=1C=CC2=C(N(C=N2)C[C@@H]2CC[C@H](CC2)C(=O)OC)C1 methyl trans-4-[(6-fluorobenzimidazol-1-yl)methyl]cyclohexanecarboxylate